(2S)-3-[2-cyclohexyl-8-(methoxycarbonyl)-3H,6H,7H,8H,9H-imidazo[4,5-h]isoquinolin-3-yl]-2-(5-fluoro-2-methoxyphenyl)propanoic acid C1(CCCCC1)C1=NC2=C(C=CC=3CCN(CC23)C(=O)OC)N1C[C@@H](C(=O)O)C1=C(C=CC(=C1)F)OC